FC1=C(C=CC=C1)C1=NCC(N(C2=C1C=C(C=C2)[N+](=O)[O-])C)=O 5-(2-fluorophenyl)-1-methyl-7-nitro-1H-1,4-benzodiazepine-2(3H)-one